ClC1=C(C(N(C=C1)C1=NC=C(C(=C1)N1C(C=C(C=C1C)OCC1=NC=CC=C1Cl)=O)C)=O)C(C)(C)O chloro-4''-((3-chloropyridin-2-yl)methoxy)-3-(2-hydroxypropan-2-yl)-5',6''-dimethyl-2H,2''H-[1,2':4',1''-terpyridin]-2,2''-dione